copper aluminum oxide copper (I) [Cu+].[O-2].[Al+3].[Cu+2].[O-2].[O-2]